CN1C2(C3=C(C1=O)C=C(S3)C3=NC(=NC=C3C(F)(F)F)NC3CCN(CC3)S(=O)(=O)C)CCCC2 5'-Methyl-2'-(2-((1-(methylsulfonyl)piperidin-4-yl)amino)-5-(trifluoromethyl)pyrimidin-4-yl)spiro[cyclopentane-1,6'-thieno[2,3-c]pyrrol]-4'(5'H)-one